C(=O)C1=C(C=C(C=C1)[O-])O 4-formyl-3-hydroxyphenolate